(S)-N-({3-[4'-(guanidinoiminomethyl)-2-fluoro-3'-hydroxy-1,1'-biphenyl-4-yl]-2-oxo-1,3-oxazolidin-5-yl}methyl)acetamide N(C(=N)N)N=CC1=C(C=C(C=C1)C1=C(C=C(C=C1)N1C(O[C@H](C1)CNC(C)=O)=O)F)O